5-(3-((3-((4-(4-amino-3-(4-phenoxyphenyl)-1H-pyrazolo[3,4-d]pyrimidin-1-yl)piperidin-1-yl)methyl)pyrrolidin-1-yl)methyl)azetidin-1-yl)-2-(2,6-dioxopiperidin-3-yl)isoindoline-1,3-dione NC1=C2C(=NC=N1)N(N=C2C2=CC=C(C=C2)OC2=CC=CC=C2)C2CCN(CC2)CC2CN(CC2)CC2CN(C2)C=2C=C1C(N(C(C1=CC2)=O)C2C(NC(CC2)=O)=O)=O